oxygen tetrahydrothiazole S1CNCC1.[O]